FC1=CC(=C(C=C1)C1=CC(=CC=C1)C#C[Si](C)(C)C)C ((4'-fluoro-2'-methyl-[1,1'-biphenyl]-3-yl)ethynyl)trimethylsilane